tri(2,4,6-trimethylphenyl)phosphate CC1=C(C(=CC(=C1)C)C)OP(=O)(OC1=C(C=C(C=C1C)C)C)OC1=C(C=C(C=C1C)C)C